C(C=C)(=O)O.C(C=C)(=O)O.C(C=C)(=O)O.C(C=C)(=O)O.OCC(O)CO glycerin tetraacrylate